(4-Fluoro-2-(methylsulfonyl)phenyl)(4-((4-methoxypyridin-3-yl)(4-(trifluoromethyl)phenyl)amino)piperidin-1-yl)methanone FC1=CC(=C(C=C1)C(=O)N1CCC(CC1)N(C1=CC=C(C=C1)C(F)(F)F)C=1C=NC=CC1OC)S(=O)(=O)C